CC(CCCO)C(CCC)C 4,5-dimethyl-1-octanol